N-(4-(4-(1-methoxypropan-2-yl)piperazin-1-yl)pyridin-2-yl)-5-(5-methyl-1H-pyrazol-4-yl)thiazolo[5,4-b]pyridin-2-amine COCC(C)N1CCN(CC1)C1=CC(=NC=C1)NC=1SC2=NC(=CC=C2N1)C=1C=NNC1C